2-(phosphomethyl)pentandioic acid P(=O)(=O)CC(C(=O)O)CCC(=O)O